tetradodecyl 3,3',3'',3'''-((((6-((2-(4-methylpiperazin-1-yl)ethyl)amino)-1,3,5-triazine-2,4-diyl)bis(azanediyl))bis(propane-3,1-diyl))bis(azanetriyl))tetrapropionate CN1CCN(CC1)CCNC1=NC(=NC(=N1)NCCCN(CCC(=O)OCCCCCCCCCCCC)CCC(=O)OCCCCCCCCCCCC)NCCCN(CCC(=O)OCCCCCCCCCCCC)CCC(=O)OCCCCCCCCCCCC